8-bromo-7-fluoro-1-((S)-4-(5-fluoro-3-((2R,4S)-4-fluoropyrrolidin-2-yl)pyridin-2-yloxy)pentyl)-1H-imidazo[4,5-c]quinoline BrC1=CC=2C3=C(C=NC2C=C1F)N=CN3CCC[C@H](C)OC3=NC=C(C=C3[C@@H]3NC[C@H](C3)F)F